ClC=1C=C(C=CC1F)C(CO)(C)NC1=NC2=C(N1)C=CC=C2CNC2=NC=NC=C2 2-(3-chloro-4-fluorophenyl)-2-[(4-{[(pyrimidin-4-yl)amino]methyl}-1H-1,3-benzodiazol-2-yl)amino]propan-1-ol